bis(diphenyl-phosphino)ferrocene palladium dichloride [Pd](Cl)Cl.C1(=CC=CC=C1)P(C1=CC=CC=C1)[C-]1C=CC=C1.[C-]1(C=CC=C1)P(C1=CC=CC=C1)C1=CC=CC=C1.[Fe+2]